CC1=C(C(=CC=C1)C)C(C#N)(C)C 2,6-dimethylphenylisobutyronitrile